diethyl 2-(((3ar,5r,6ar)-6-acetoxy-6-(cyclopropylethynyl)-2,2-dimethyltetrahydrofurano[2,3-d][1,3]dioxol-5-yl) methoxy)-2-benzyl-malonate C(C)(=O)OC1([C@H](O[C@@H]2OC(O[C@@H]21)(C)C)COC(C(=O)OCC)(C(=O)OCC)CC2=CC=CC=C2)C#CC2CC2